Cl.NC/C(/CN1N=CN(C1=O)C=1C=C(C=CC1)C1=CC(=CC=C1)C1=CC2=C(OCO2)C=C1)=C\F 2-[(2E)-2-(aminomethyl)-3-fluoroprop-2-en-1-yl]-4-[3'-(1,3-benzodioxol-5-yl)biphenyl-3-yl]-2,4-dihydro-3H-1,2,4-triazol-3-one hydrochloride